C(CCCCCCC)N1C=[N+](C=C1)C 1-octyl-3-methyl-imidazolium